[Bi].[Pb] Lead-bismuth